8-(2,4-Dimethoxypyrimidin-5-yl)-6-((1S,2R)-2-isopropylcyclopropyl)-5-methylimidazo[1,2-a]Pyridine COC1=NC=C(C(=N1)OC)C=1C=2N(C(=C(C1)[C@@H]1[C@H](C1)C(C)C)C)C=CN2